N-[(4-Methyl-2-morpholinyl)methyl]-1,3-thiazol-2-amine CN1CC(OCC1)CNC=1SC=CN1